(S)-5-benzoyl-N-((S)-3-oxo-1-((S)-2-oxopyrrolidin-3-yl)-4-(trifluoromethoxy)butan-2-yl)-5-azaspiro[2.4]heptane-6-carboxamide C(C1=CC=CC=C1)(=O)N1CC2(CC2)C[C@H]1C(=O)N[C@@H](C[C@H]1C(NCC1)=O)C(COC(F)(F)F)=O